N[C@@H]1C2=CC=CC=C2CC12CCN(CC2)C2=C(N=C1C(=N2)NN=C1N1CCCC=2C(N(C=CC12)C)=O)C 1-{6-[(3S)-3-amino-1,3-dihydrospiro[indene-2,4'-piperidin]-1'-yl]-5-methyl-1H-pyrazolo[3,4-b]pyrazin-3-yl}-6-methyl-1,2,3,4,5,6-hexahydro-1,6-naphthyridin-5-one